2-methoxyethyl 4-(methyl((3R,4R)-4-methyl-1-(pyrrolidine-1-carbonyl)piperidin-3-yl)amino)-1H-pyrrolo[2,3-b]pyridine-5-carboxylate CN(C1=C2C(=NC=C1C(=O)OCCOC)NC=C2)[C@H]2CN(CC[C@H]2C)C(=O)N2CCCC2